ClC1=C(C(=O)NC2CC2)C=CC(=C1)OCCCCC1CCN(CC1)C([C@@](C(F)(F)F)(C1=CC=CC=C1)O)=O |o1:25| (R or S)-2-chloro-N-cyclopropyl-4-(4-(1-(3,3,3-trifluoro-2-hydroxy-2-phenylpropanoyl)piperidin-4-yl)butoxy)benzamide